CC1(N(CCC1)C1=NC=CC(=C1NC(=O)C=1C=NC(=NC1)C(C)C)C1=C(C=CC=C1)C)C N-(2-(2,2-dimethylpyrrolidin-1-yl)-4-(o-tolyl)-pyridin-3-yl)-2-isoprop-ylpyrimidine-5-carboxamide